BrC=1C(=C(C(=O)N[C@H](C)C2=CC(=CC(=C2)C=2C=NN(C2)C)OC)C=CC1)C bromo-N-[(1R)-1-[3-methoxy-5-(1-methylpyrazol-4-yl)phenyl]ethyl]-2-methyl-benzamide